2-((6-((2-((3S,5R)-3-(Aminomethyl)-4,4-difluoro-5-methylpiperidin-1-yl)-5-chloropyrimidin-4-yl)amino)-1-methyl-2-oxo-1,2-dihydroquinolin-3-yl)oxy)-N-methylacetamide NC[C@H]1CN(C[C@H](C1(F)F)C)C1=NC=C(C(=N1)NC=1C=C2C=C(C(N(C2=CC1)C)=O)OCC(=O)NC)Cl